diethoxy(methyl)(2-{7-oxabicyclo[4.1.0]heptan-3-yl}ethyl)silane C(C)O[Si](CCC1CC2OC2CC1)(C)OCC